C(C)(C)(C)OC(=O)N(CCC(C(=O)O)C)C 4-((tert-butoxycarbonyl)(methyl)amino)-2-methylbutanoic acid